3-((3-(8-(((3R,4S)-4-fluoro-1-methylpyrrolidin-3-yl)amino)-3-((trifluoromethyl)thio)imidazo[1,2-a]pyridin-2-yl)prop-2-yn-1-yl)amino)-4-methoxy-N-methylbenzamide F[C@@H]1[C@@H](CN(C1)C)NC=1C=2N(C=CC1)C(=C(N2)C#CCNC=2C=C(C(=O)NC)C=CC2OC)SC(F)(F)F